2,6-diethylanilino propyl ether C(CC)ONC1=C(C=CC=C1CC)CC